(S)-N-(benzo[d]thiazol-5-ylmethyl)-4-(6-(4-(trifluoromethyl)phenyl)thieno[3,2-d]pyrimidin-4-yl)piperazine-2-carboxamide S1C=NC2=C1C=CC(=C2)CNC(=O)[C@H]2NCCN(C2)C=2C1=C(N=CN2)C=C(S1)C1=CC=C(C=C1)C(F)(F)F